1-(4-methoxyphenyl)-5-methyl-3-(trifluoromethyl)-1H-pyrazole COC1=CC=C(C=C1)N1N=C(C=C1C)C(F)(F)F